C[C@H](CCC[C@H](C)C(=O)[O-])[C@H]1CC[C@@H]2[C@@]1(CC[C@H]3[C@H]2CC[C@@H]4[C@@]3(CCC(=O)C4)C)C The molecule is a steroid acid anion that is the conjugate base of (25S)-dafachronic acid, obtained by deprotonation of the carboxy group; major species at pH 7.3. It is a conjugate base of a (5alpha,25S)-3-oxocholestan-26-oic acid.